ClC1=CC2=C(N(C(N=C2N2[C@H](CN([C@@H](C2)C)C(C=C)=O)C)=O)C=2C(=NC=CC2N(C)C)C(C)C)N=C1C1=C(C=CC=C1)S(=O)(=O)C 6-Chloro-1-[4-(dimethylamino)-2-isopropyl-3-pyridyl]-4-[(2S,5R)-2,5-dimethyl-4-prop-2-enoyl-piperazin-1-yl]-7-(2-methylsulfonyl-phenyl)pyrido[2,3-d]pyrimidin-2-one